4-Cyclopropyl-N-[(S)-(4,4-difluorocyclohexyl)-[7-[[(3R*,4R*)-4-methyl-2-oxo-pyrrolidin-3-yl]methyl]imidazo[1,2-b]pyridazin-2-yl]methyl]-1,2,5-oxadiazole-3-carboxamide C1(CC1)C=1C(=NON1)C(=O)N[C@H](C=1N=C2N(N=CC(=C2)C[C@H]2C(NC[C@@H]2C)=O)C1)C1CCC(CC1)(F)F |o1:21,25|